2,6-diisopropyl-4-nitroaniline C(C)(C)C1=C(N)C(=CC(=C1)[N+](=O)[O-])C(C)C